6-Ethoxy-2-fluoro-3-formylpyrazolo[1,5-a]pyridine C(C)OC=1C=CC=2N(C1)N=C(C2C=O)F